4-[4-(5-Methylpyridin-2-yl)-4-cyanocyclohexyl]-1,4-diazepane-1-carboxylic acid ethyl ester C(C)OC(=O)N1CCN(CCC1)C1CCC(CC1)(C#N)C1=NC=C(C=C1)C